ClC=1C(=NC=CC1[C@@H](CCC=C)N)C(F)(F)F (R)-1-(3-chloro-2-(trifluoromethyl)pyridin-4-yl)pent-4-en-1-amine